C(C)N[C@@H](CC1=CC=C(C=C1)O)C(=O)N ethyl-L-tyrosinamide